benzamide silver anthranilate C(C=1C(N)=CC=CC1)(=O)[O-].[Ag+].C(C1=CC=CC=C1)(=O)N